FC=1C=C2C(C(NC2=CC1)=O)(C(C)C)O 5-fluoro-3-hydroxy-3-isopropylindolin-2-one